FC1(CC2(CC(C2)NC(=O)C=2C=C3CN(C(C3=CC2)=O)C2C(NC(CC2)=O)=O)C1)F N-(6,6-difluorospiro[3.3]heptan-2-yl)-2-(2,6-dioxopiperidin-3-yl)-1-oxoisoindoline-5-carboxamide